methyl (2S,5R)-1-(tert-butyloxycarbonyl)-5-(benzyloxyamino)-piperidine-2-carboxylate C(C)(C)(C)OC(=O)N1[C@@H](CC[C@H](C1)NOCC1=CC=CC=C1)C(=O)OC